tert-butyl 3-hydroxy-4-[[6-iodo-1-(2,2,2-trifluoroethyl)indol-4-yl]amino]piperidine-1-carboxylate OC1CN(CCC1NC1=C2C=CN(C2=CC(=C1)I)CC(F)(F)F)C(=O)OC(C)(C)C